OC1=NC=2CCCCC2C=C1C(=O)O 2-hydroxy-5,6,7,8-tetrahydroquinoline-3-carboxylic acid